C(C)(C)(C)C1CCN(CC1)C1=NC(=C(C(=N1)C)C(=O)OC)C methyl 2-(4-(tert-butyl) piperidin-1-yl)-4,6-dimethylpyrimidine-5-carboxylate